C(#N)CC[C@H](C(=O)NCC1=CC(=C(C=C1)Cl)Cl)N1C([C@H]2N(C(CC1)CCC1=CC=CC=C1)C[C@@H](C2)NC(OC(C)(C)C)=O)=O tert-butyl ((8R,9aS)-2-((R)-4-cyano-1-((3,4-dichlorobenzyl)amino)-1-oxobutan-2-yl)-1-oxo-5-phenethyloctahydro-1H-pyrrolo[1,2-a][1,4]diazepin-8-yl)carbamate